FC1=CC=C2C=C(C=C(C2=C1C)C=1CCC=2C(=NC(=NC2C1)OC[C@H]1N(CCC1)C)NCC1(CCCC1)N(C(C=C)=O)C)O (S)-N-(1-(((7-(7-fluoro-3-hydroxy-8-methylnaphthalen-1-yl)-2-((1-methylpyrrolidin-2-yl)methoxy)-5,6-dihydroquinazolin-4-yl)amino)methyl)cyclopentyl)-N-methylacrylamide